C(CCCCC)C1C=C(CCO1)C 6-hexyl-4-methyl-3,6-dihydro-2H-pyran